FC(C(=O)O)(F)F.FC(C(=O)O)(F)F.ClC=1C=C(C(=O)NC2=C(C=C(C=C2)NC(C2=NC=CC=C2)=N)Cl)C=CC1NC(C1=NC=CC=C1)=N 3-chloro-N-(2-chloro-4-(picolinimidamido)phenyl)-4-(picolinimidamido)benzamide di-trifluoroacetate